FC=1C=C(C=C(C1OC1=C2C(=NC=C1)N(C=C2I)COCC[Si](C)(C)C)F)NC(OCC2=CC=CC=C2)=O benzyl {3,5-difluoro-4-[(3-iodo-1-{[2-(trimethylsilyl)ethoxy]methyl}-1H-pyrrolo[2,3-b]pyridin-4-yl)oxy]phenyl}carbamate